ClC1=C(C=C2C(NC(NC2=C1SCC(CO)(COC)COC)=O)=O)C(F)(F)F 7-chloro-8-((3-hydroxy-2,2-bis(methoxymethyl)propyl)thio)-6-(trifluoromethyl)quinazoline-2,4(1H,3H)-dione